CIS-8-(dimethylamino)-8-(3-fluorophenyl)-1,3-diazaspiro[4.5]decan-2-one CN(C1(CCC2(CNC(N2)=O)CC1)C1=CC(=CC=C1)F)C